FC(C(=O)[O-])(F)F.C[NH+]1CC(CCC1)N(S(N)(=O)=O)C=1C=NN(C1)C 1-methyl-3-[(1-methyl-1H-pyrazol-4-yl)(sulfamoyl)amino]Piperidin-1-ium trifluoroacetate salt